Cl.C[C@H](CC)N1C2C3=CC=CC=C3C1CCC2 12-[(2R)-Butan-2-yl]-12-azatricyclo[6.3.1.02,7]dodeca-2,4,6-triene hydrochloride